3-(2-methoxyethyl)-1H-pyrazol COCCC1=NNC=C1